C1(=CC(=CC=C1)C1=NNC=C1)C 3-(m-Tolyl)-1H-pyrazole